tert-butyl (2-chloro-4-(4-((1-methyl-1H-pyrazol-4-yl)amino)-1,3,5-triazin-2-yl)benzyl)carbamate ClC1=C(CNC(OC(C)(C)C)=O)C=CC(=C1)C1=NC=NC(=N1)NC=1C=NN(C1)C